1,2-bis(4-fluorophenylthio)benzene ethyl-2-(2,6-dimethylphenyl)-2-oxoacetate C(C)OC(C(=O)C1=C(C=CC=C1C)C)=O.FC1=CC=C(C=C1)SC1=C(C=CC=C1)SC1=CC=C(C=C1)F